(S)-4-hydroxybutyl 2-(tert-butoxycarbonylamino)-3-methylbutyrate C(C)(C)(C)OC(=O)N[C@H](C(=O)OCCCCO)C(C)C